BrC1=C(CO)C=CC(=C1)COC1OCCCC1 2-Bromo-4-((tetrahydro-2H-pyranyl-oxy)methyl)-benzyl alcohol